2-(3-hydroxy-ethyl-tert-butyl-2-hydroxyphenyl)-2H-benzotriazole OC=1C(=C(C=C(C1C(C)(C)C)CC)N1N=C2C(=N1)C=CC=C2)O